CN1N=CC(=C1C1=CC2=C(NC3(CN(CC3)C#N)C(N2)=O)N=C1)C 7-(1,4-dimethyl-1H-pyrazol-5-yl)-2-oxo-1,4-dihydro-2H-spiro[pyrido[2,3-b]pyrazine-3,3'-pyrrolidine]-1'-carbonitrile